FC1=C(C(=O)N([C@H]2CN(CCC2)C(=O)OC(C)(C)C)C2=NC=CC3=C2C=C(S3)B3OC(C(O3)(C)C)(C)C)C=CC(=C1)N1N=NC=3C1=NC=CC3 tert-butyl (3R)-3-[[2-fluoro-4-(triazolo[4,5-b]pyridin-3-yl)benzoyl]-[2-(4,4,5,5-tetramethyl-1,3,2-dioxaborolan-2-yl)thieno[3,2-c]pyridin-4-yl]amino]piperidine-1-carboxylate